(S)-N-(6-(3-(4,4-difluoropyrrolidin-2-yl)-1H-1,2,4-triazol-1-yl)-5-fluoropyridin-3-yl-2-d)-2-(5-methyl-3-(trifluoromethyl)-1H-pyrazol-1-yl)acetamide FC1(C[C@H](NC1)C1=NN(C=N1)C1=C(C=C(C(=N1)[2H])NC(CN1N=C(C=C1C)C(F)(F)F)=O)F)F